N(=[N+]=[N-])CCCCC1=CC(=CC(=C1)C)C 1-(4-azidobutyl)-3,5-dimethylbenzene